ClC=1C(=CC(=C(CN[C@](C(=O)O)(CO)C)C1)OCCCN(C)C)OCC1=C(C(=CC=C1)C1=CC2=C(OCCO2)C=C1)C (S)-2-((5-chloro-4-((3-(2,3-dihydrobenzo[b][1,4]dioxin-6-yl)-2-methylbenzyl)oxy)-2-(3-(dimethylamino)propoxy)benzyl)amino)-3-hydroxy-2-methylpropanoic acid